C(C)(C)(C)OC(NS(NC1=CC(=CC=C1)CC1=NN(C(C2=CC(=C(C=C12)OC)OC)=O)C)(=O)=O)=O (N-(3-((6,7-dimethoxy-3-methyl-4-oxo-3,4-dihydro-phthalazin-1-yl)methyl)phenyl)sulfamoyl)carbamic acid tert-butyl ester